1-Boc-4-phenylamino-4-hydroxymethylpiperidine C(=O)(OC(C)(C)C)N1CCC(CC1)(CO)NC1=CC=CC=C1